copper oxalate salt C(C(=O)[O-])(=O)[O-].[Cu+2]